NC=1C2=C(N=CN1)N(C(=C2C=2C=NC=CC2)C2=CCC1(CCN(CC1)C(=O)OC(C)(C)C)CC2)C tert-butyl 9-(4-amino-7-methyl-5-(pyridin-3-yl)-7H-pyrrolo[2,3-d]pyrimidin-6-yl)-3-azaspiro[5.5]undec-8-ene-3-carboxylate